O1C(=CC2=C1C=CC=C2)C=2OC(=NN2)SSCC 2-(benzofuran-2-yl)-5-(ethyldithio)-1,3,4-oxadiazole